C1(CC1)NC(=O)C1=CC=2N=C(N=C(C2O1)N1CCOCC1)N1N=CC(=C1)C=1C=C(C=CC1)C N-cyclopropyl-4-morpholino-2-(4-(m-tolyl)-1H-pyrazol-1-yl)furo[3,2-d]pyrimidine-6-carboxamide